(R)-N-(5-(5-(2-cyclopropyl-2-hydroxypropoxy)-2-methylpyridin-4-yl)pyrazolo[1,5-a]pyridin-2-yl)cyclopropanecarboxamide C1(CC1)[C@@](COC=1C(=CC(=NC1)C)C1=CC=2N(C=C1)N=C(C2)NC(=O)C2CC2)(C)O